C1(=CCCCC1)C1OCCO1 2-(cyclohexen-1-yl)-1,3-dioxolane